Tert-Butyl 4-(7-fluoro-1-methyl-2,3-dioxo-2,3-dihydropyrido[2,3-b]pyrazin-4(1H)-yl)piperidine-1-carboxylate FC1=CC2=C(N(C(C(N2C)=O)=O)C2CCN(CC2)C(=O)OC(C)(C)C)N=C1